(1h-benzotriazole-1-yl)-1,1,3,3-tetramethyluronium hexafluorophosphate F[P-](F)(F)(F)(F)F.N1(N=NC2=C1C=CC=C2)OC(=[N+](C)C)N(C)C